C(C)(C)C(C)(CC)C(CCCCC)[PH2]=O 1-(Isopropyl-sec-butyl)-phosphinoyl-hexane